Racemic-((1S,2R)-2-vinylcyclobutyl)methanol C(=C)[C@@H]1[C@H](CC1)CO |r|